C(C)C(CC)(CC)O 3-ethyl-3-pentanoL